3-amino-5-{2-azaspiro[3.5]nonan-7-yl}-7-butyl-[1,2]thiazolo[3,4-d]pyrimidine-4,6-dione NC=1SN=C2N(C(N(C(C21)=O)C2CCC1(CNC1)CC2)=O)CCCC